[Si](C)(C)(C(C)(C)C)O[C@H]1[C@@H](O[C@@H]([C@H]1O[Si](C)(C)C(C)(C)C)CSCC=1C(=NOC1C1=CC=C(C=C1)[N+](=O)[O-])C)N1C=C(C2=C1N=CN=C2N)I 7-((2R,3R,4R,5S)-3,4-bis((tert-Butyldimethylsilyl)oxy)-5-((((3-methyl-5-(4-nitrophenyl)isoxazol-4-yl)methyl)thio)methyl)tetrahydrofuran-2-yl)-5-iodo-7H-pyrrolo[2,3-d]pyrimidin-4-amine